C1(C=CC=C1)[Ti](C1=C(C(=CC=C1F)N(CCCC)S(=O)(=O)C1=CC=C(C=C1)C)F)(C1=C(C(=CC=C1F)N(CCCC)S(=O)(=O)C1=CC=C(C=C1)C)F)C1C=CC=C1 bis(cyclopentadienyl)bis[2,6-difluoro-3-(N-butyl-(4-tolylsulfonyl)amino)phenyl]titanium